1-(3-(4,4-bis(methoxy-methyl)cyclohexyl)-2-((methyl(2-(methylamino)-ethyl)amino)methyl)-6,7-dihydropyrazolo[1,5-a]-pyrazin-5(4H)-yl)-2-(tetrahydro-2H-pyran-4-yl)ethan-1-one COCC1(CCC(CC1)C=1C(=NN2C1CN(CC2)C(CC2CCOCC2)=O)CN(CCNC)C)COC